4-Methoxy-1-(non-1-en-3-yn-2-yl)benzene COC1=CC=C(C=C1)C(=C)C#CCCCCC